2-amino-2-(3-(trifluoromethoxy)phenyl)propanoic acid NC(C(=O)O)(C)C1=CC(=CC=C1)OC(F)(F)F